FC1=C(OCC(=O)OCC)C=CC(=C1)F ethyl 2-(2,4-difluorophenoxy)acetate